FC=1C=C(C=C(C1)C)C1(COC1)NC1=CC=C2CCN(C(C2=C1)=O)C 7-((3-(3-fluoro-5-methylphenyl)oxetan-3-yl)amino)-2-methyl-3,4-dihydroisoquinolin-1(2H)-one